COC(C1=CC(=CC(=C1)C(=O)C1CC1)Cl)=O 3-Chloro-5-(cyclopropylcarbonyl)benzoic acid methyl ester